(2-chlorophenyl-3,4,5,6-d4)dibenzo[b,d]furan-1,2,4,6,7,8,9-d7 ClC1=C(C(=C(C(=C1[2H])[2H])[2H])[2H])C1=C(C(=C2C(OC3=C2C(=C(C(=C3[2H])[2H])[2H])[2H])=C1[2H])[2H])[2H]